6-(Azetidin-1-yl)-N-(5-chloro-2,2-difluoro-2H-1,3-benzodioxole-4-sulfonyl)-4-fluoro-1-benzofuran-2-carboxamide N1(CCC1)C1=CC2=C(C=C(O2)C(=O)NS(=O)(=O)C2=C(C=CC=3OC(OC32)(F)F)Cl)C(=C1)F